p-chloromethyl-2-bromoethylbenzene ClCC1=CC=C(C=C1)CCBr